3-[(1-{[(3R,4R)-1-benzoyl-3-phenylpiperidin-4-yl]carbonyl}-4-hydroxypiperidin-4-yl)methyl]-7-methyl-3,7-dihydro-4H-pyrrolo[2,3-d]pyrimidin-4-one C(C1=CC=CC=C1)(=O)N1C[C@H]([C@@H](CC1)C(=O)N1CCC(CC1)(O)CN1C=NC2=C(C1=O)C=CN2C)C2=CC=CC=C2